C(C)N1C(C=2C(CC1)=CN(C2)C/C(/CN2C(C1=CC=CC=C1C2=O)=O)=C/F)=O (Z)-2-(2-((5-ethyl-4-oxo-4,5,6,7-tetrahydro-2H-pyrrolo[3,4-c]pyridin-2-yl)methyl)-3-fluoroallyl)isoindolin-1,3-dione